ClC1=CC=C(C=C1)N1C(N(C(C(C1=O)=CC=1OC=CC1)=O)C1=CC=C(C=C1)Cl)(C)C 1,3-bis(4-chlorophenyl)-5-((furan-2-yl)methylene)-dihydro-2,2-dimethylpyrimidine-4,6(1H,5H)-dione